N-((1S,2R)-2-((4-bromo-2-(4-methylpiperazine-1-carbonyl)-6-nitrophenyl)amino)cyclopentyl)-8-fluoro-2-oxo-1,2-dihydroquinoline-4-carboxamide BrC1=CC(=C(C(=C1)[N+](=O)[O-])N[C@H]1[C@H](CCC1)NC(=O)C1=CC(NC2=C(C=CC=C12)F)=O)C(=O)N1CCN(CC1)C